CC1(C)C(CC)O1 2-methyl-2,3-epoxypentane